4-tert-butyl-N-[2-methyl-3-[1-methyl-5-[4-(morpholine-4-carbonyl)-3-(prop-2-enoylamino)anilino]-6-oxopyridin-3-yl]phenyl]benzamide C(C)(C)(C)C1=CC=C(C(=O)NC2=C(C(=CC=C2)C2=CN(C(C(=C2)NC2=CC(=C(C=C2)C(=O)N2CCOCC2)NC(C=C)=O)=O)C)C)C=C1